CC1C(=O)OC(CO1)=O methyl-diglycolic acid anhydride